ClC#CC1=NC(=CC=C1)C(F)(F)F 2-(chloroethynyl)-6-(trifluoromethyl)pyridine